C1(=CC=CC=C1)OC([C@@H](NC(=O)OC(C)(C)C)CC1=CC=CC=C1)=O BOCphenylalanine phenyl ester